ClC=1C=C(C=CC1)C1=NN=C(O1)S 5-(3-chlorophenyl)-2-mercapto-1,3,4-oxadiazole